(Z)-11-(diphenylphosphino)-11-(methylthio)-7-undecene C1(=CC=CC=C1)P(C(CC\C=C/CCCCCC)SC)C1=CC=CC=C1